3-(triethoxysilyl)propyl-n-octyldimethyl-ammonium chloride [Cl-].C(C)O[Si](CCC[N+](C)(C)CCCCCCCC)(OCC)OCC